COC(C(F)(F)F)(C(F)(F)F)C=1C=C(C=C(C1)C(F)(F)F)OB([O-])[O-] [3-[1-methoxy-2,2,2-trifluoro-1-(trifluoromethyl)ethyl]-5-(trifluoromethyl)phenyl]borate